OCC[NH2+]COC(C)=O hydroxyethyl-acetoxymethylammonium